F[C@H](CO)C (2S)-2-fluoropropane-1-ol